pentaerythritol isostearate sebacate C(CCCCCCCCC(=O)O)(=O)O.C(CCCCCCCCCCCCCCC(C)C)(=O)O.OCC(CO)(CO)CO